trans-4-(2-Hydroxyacetamido)-N-(4-(Isopropyl-1H-pyrazol-4-yl)pyridin-2-yl)-N-((trans-4-(4-methoxy-3-methylphenyl)cyclohexyl)methyl)cyclohexanecarboxamide OCC(=O)N[C@@H]1CC[C@H](CC1)C(=O)N(C[C@@H]1CC[C@H](CC1)C1=CC(=C(C=C1)OC)C)C1=NC=CC(=C1)C=1C=NN(C1)C(C)C